FC(C)(F)C=1C=C(C=NC1)N1C(C(C2=CC(=CC=C12)C(=O)NC1(CS(C1)(=O)=O)C)(C)C)=O 1-[5-(1,1-difluoroethyl)-3-pyridyl]-3,3-dimethyl-N-(3-methyl-1,1-dioxo-thietan-3-yl)-2-oxo-indoline-5-carboxamide